N,N-diethylaniline tetrakis-(2,3,4,6-tetrafluorophenyl)borate FC1=C(C(=CC(=C1F)F)F)[B-](C1=C(C(=C(C=C1F)F)F)F)(C1=C(C(=C(C=C1F)F)F)F)C1=C(C(=C(C=C1F)F)F)F.C(C)N(C1=CC=CC=C1)CC